CC1C(=NOC1(C(=O)O)CC1=CC=CC=C1)CNC(=O)C1=CC=CC2=CC=CC=C12 methyl-3-((1-naphthamido)methyl)-5-benzyl-4,5-dihydroisoxazole-5-carboxylic acid